ClC1=C(CN2C=CC3=NC=C(C=C32)C=3C2=C(C(N(C3)C)=O)NC=C2)C(=CC=C1)Cl 4-(1-(2,6-dichlorobenzyl)-1H-pyrrolo[3,2-b]pyridin-6-yl)-6-methyl-1,6-dihydro-7H-pyrrolo[2,3-c]pyridin-7-one